1-(4-(3-amino-1H-indazol-4-yl)phenyl)-3-(o-tolyl)urea NC1=NNC2=CC=CC(=C12)C1=CC=C(C=C1)NC(=O)NC1=C(C=CC=C1)C